4-(4-pyridyl)-7-[(3-tetrahydrofuran-3-yl-1H-pyrazol-5-yl)amino]isoindolin-1-one N1=CC=C(C=C1)C1=C2CNC(C2=C(C=C1)NC1=CC(=NN1)C1COCC1)=O